tert-Butyl 2-(2-(2,6-dioxopiperidin-3-yl)-3-oxoisoindolin-5-yl)-2,7-diazaspiro[3.5]nonane-7-carboxylate O=C1NC(CCC1N1CC2=CC=C(C=C2C1=O)N1CC2(C1)CCN(CC2)C(=O)OC(C)(C)C)=O